C1C(C)O1 1,2-Epoxypropan